(R)-2-((R)-isochroman-1-yl)pyrrolidine methyl-2-(3-(4-(5-((4,6-difluoro-1H-indol-5-yl)oxy)-2-fluorobenzamido)-3-hydroxytetrahydro-2H-pyran-2-yl)phenyl)acetate COC(CC1=CC(=CC=C1)C1OCCC(C1O)NC(C1=C(C=CC(=C1)OC=1C(=C2C=CNC2=CC1F)F)F)=O)=O.[C@H]1(OCCC2=CC=CC=C12)[C@@H]1NCCC1